NC1=CC(=C2C(CCO2)=C1C#N)C1=CC=C(C=C1)[C@@H](C(F)(F)F)C (S)-5-Amino-7-(4-(1,1,1-trifluoropropan-2-yl)phenyl)-2,3-dihydrobenzofuran-4-carbonitrile